C(CCCCCCC(CC)=O)=O Decane-1,8-dione